FC(OC1=CC=C(C(=O)NN)C=C1)(F)F p-trifluoromethoxybenzoyl-hydrazine